C(=O)C1=C(C=C(C=C1)S(=O)(=O)[O-])S(=O)(=O)[O-].[Na+].[Na+].ClC1=C(C=CC=C1)S(=O)(=O)NC1=C(C=C(C=C1F)C#CC=1C=NC=C(C1)F)F 2-chloro-N-[2,6-difluoro-4-[2-(5-fluoro-3-pyridyl)ethynyl]phenyl]benzenesulfonamide Disodium 4-Formylbenzene-1,3-disulphonate